(S)-2-Chloro-N-(2-(3,4-dimethylpiperazin-1-yl)-5-((4-fluorophenyl)ethynyl)phenyl)-4-fluoro-3-Methyl-5-nitrobenzamide ClC1=C(C(=O)NC2=C(C=CC(=C2)C#CC2=CC=C(C=C2)F)N2C[C@@H](N(CC2)C)C)C=C(C(=C1C)F)[N+](=O)[O-]